2-bromo-5-(4-chlorobenzyl)thiazolo[5,4-b]pyridine BrC=1SC2=NC(=CC=C2N1)CC1=CC=C(C=C1)Cl